ammonium L-glutamate monoammonium salt [NH4+].N[C@@H](CCC(=O)[O-])C(=O)[O-].[NH4+]